6-Bromo-2',3',5',6'-tetrahydro-3H-spiro[isobenzofuran-1,4'-pyran] BrC1=CC=C2COC3(CCOCC3)C2=C1